O=C1NC(CCC1N1C(C2=CC=CC(=C2C1)OCCCCCCNC(=O)C12CC3CC(CC(C1)C3)C2)=O)=O N-(6-((2-(2,6-dioxopiperidin-3-yl)-1-oxoisoindolin-4-yl)oxy)hexyl)adamantane-1-carboxamide